C(#N)/C(/C(=O)NCC1=CC=C(C=C1)S(N)(=O)=O)=C\C1=CNC2=NC=CC=C21 (E)-2-cyano-3-(1H-pyrrolo[2,3-b]pyridin-3-yl)-N-(4-sulfamoylbenzyl)acrylamide